racemic-7-ethyl-2-methoxy-5,6,6a,7,8,9,10,13-octahydro-12H-6,9-methanopyrido[1',2':1,2]azepino[4,5-b]indol-12-one C(C)C1CC2CN3C1C(C=1NC4=CC=C(C=C4C1CC3=O)OC)C2